(3,5-dichloro-4-((5-isopropyl-6-oxo-1,6-dihydropyridin-3-yl)oxy)phenyl)-5-oxo-4,5-dihydro-1,2,4-oxadiazole-3-carboxamide ClC=1C=C(C=C(C1OC1=CNC(C(=C1)C(C)C)=O)Cl)N1C(=NOC1=O)C(=O)N